1-ethyl-4-methyl-1H-imidazole-2-carbaldehyde C(C)N1C(=NC(=C1)C)C=O